tert-butyl (2-hydroxy-2-(nitromethyl)cyclopentyl)carbamate OC1(C(CCC1)NC(OC(C)(C)C)=O)C[N+](=O)[O-]